C(CCC)C1N(CC(N(C1)C1=CC(=CC=C1)Cl)=O)CC1=CN=CN1CC1=CC=C(C=C1)Cl 5-Butyl-4-((1-(4-chlorobenzyl)-1H-imidazol-5-yl)methyl)-1-(3-chlorophenyl)piperazin-2-one